5-BROMO-2-CHLORO-BENZOIC ACID BrC=1C=CC(=C(C(=O)O)C1)Cl